CN1CC(C1)(C)[C@](C=1C=C(C=NC1)C1=NOC(=N1)C1CCN(CC1)C(C)=O)(O)C1=CC(=C(C=C1)C(C)C)F 1-[4-(3-{5-[(R)-(1,3-dimethyl-azetidin-3-yl)-(3-fluoro-4-isopropyl-phenyl)-hydroxy-methyl]-pyridin-3-yl}-[1,2,4]Oxadiazol-5-yl)-piperidin-1-yl]-ethanone